3-(bromo-methyl)-2-fluoropyridine BrCC=1C(=NC=CC1)F